N-(4-((6-amino-2-butoxy-8-oxo-7H-purin-9(8H)-yl)methyl)benzyl)-3-(2-(aminooxy)ethoxy)propanamide NC1=C2NC(N(C2=NC(=N1)OCCCC)CC1=CC=C(CNC(CCOCCON)=O)C=C1)=O